3-bromo-2,2-bis(bromomethyl)propyl-phosphate BrCC(COP(=O)([O-])[O-])(CBr)CBr